2-(4-hydroxy-piperidin-4-yl)acetic acid OC1(CCNCC1)CC(=O)O